FC1=CC=C(C=C1)CNC(CC1N(C(CC1)=O)CC1=CC(=CC=C1)C(F)(F)F)=O N-[(4-fluorophenyl)methyl]-2-[5-oxo-1-[[3-(trifluoromethyl)phenyl]methyl]pyrrolidin-2-yl]acetamide